bromo-4-(hydroxymethyl)benzenesulfonamide BrC1=C(C=CC(=C1)CO)S(=O)(=O)N